FC1(C(CN(CC1)C=1C(=NC2=CC(=CC=C2N1)F)C(=O)N)C)F 3-(4,4-difluoro-3-methylpiperidin-1-yl)-7-fluoroquinoxaline-2-carboxamide